6-(((3-bromo-2-(methoxy-d3)-5-nitropyridin-4-yl)amino)methyl)pyridine-3-sulfonamide Methyl-(4-bromo-2-fluoro-5-nitrophenyl)carbamate CN(C(O)=O)C1=C(C=C(C(=C1)[N+](=O)[O-])Br)F.BrC=1C(=NC=C(C1NCC1=CC=C(C=N1)S(=O)(=O)N)[N+](=O)[O-])OC([2H])([2H])[2H]